selenium cadmium telluride [Te-2].[Cd+2].[Se+2].[Te-2]